FC(C)(F)C=1C=CC=2N(N1)C(=CN2)C2=CC(=NC=N2)N2C[C@H](C([C@H](C2)C)(F)F)CNS(=O)(=O)C N-(((3S,5S)-1-(6-(6-(1,1-Difluoroethyl)imidazo[1,2-b]pyridazin-3-yl)pyrimidin-4-yl)-4,4-difluoro-5-methylpiperidin-3-yl)methyl)methanesulfonamide